2-cyclopropyl-7-(dimethylamino)-4-[3-(hydroxymethyl)phenyl]-[1,3]thiazolo[4,5-d]pyrimidin-5-one C1(CC1)C=1SC2=C(N(C(N=C2N(C)C)=O)C2=CC(=CC=C2)CO)N1